(R)-3-hydroxybutanoic acid magnesium salt [Mg+2].O[C@@H](CC(=O)[O-])C.O[C@@H](CC(=O)[O-])C